3-methyl-4-[(1-methyl-1,3-benzodiazol-5-yl)oxy]anilin CC=1C=C(N)C=CC1OC1=CC2=C(N(C=N2)C)C=C1